ClC1=CC(=C2C(=N1)N(N=C2)[C@@H]2O[C@@H]([C@@H]1[C@H]2OC(O1)(C)C)CO)N[C@@H](C)C1=C(C=CC=C1)F ((3aR,4R,6R,6aR)-6-(6-chloro-4-(((S)-1-(2-fluorophenyl)ethyl)amino)-1H-pyrazolo[3,4-b]pyridin-1-yl)-2,2-dimethyltetrahydrofuro[3,4-d][1,3]dioxol-4-yl)methanol